DIPYRROLOPYRIDINE N1=CC=C2C1=C1C(C=N2)=NC=C1